6-hydroxyhexyl 2-octyldecanoate C(CCCCCCC)C(C(=O)OCCCCCCO)CCCCCCCC